FC(C1=CC=C(C=N1)C1CCC(CC1)N1CC2(CC1)CCS(CC2)(=O)=O)(F)F 2-((1r,4r)-4-(6-(trifluoromethyl)pyridin-3-yl)cyclohexyl)-8-thia-2-azaspiro[4.5]decane 8,8-dioxide